C1(CCCC1)CNC1=CC(=CC=C1)C(F)(F)F N-(cyclopentylmethyl)-3-(trifluoromethyl)aniline